C(C)(=O)OC1=C(C(=CC=C1)OC1=CC2=C(N=C(N=C2)SC)N(C1=O)C)[N+](=O)[O-] [3-(8-methyl-2-methylsulfanyl-7-oxo-pyrido[2,3-d]pyrimidin-6-yl) oxy-2-nitro-phenyl] acetate